tert-butyl 3-{3-[2-(methoxymethoxy)-6-methyl-4-(trifluoromethyl)phenyl]-7,8-dihydrocinnoline-8-yl}piperidine-1-carboxylate COCOC1=C(C(=CC(=C1)C(F)(F)F)C)C=1N=NC=2C(CC=CC2C1)C1CN(CCC1)C(=O)OC(C)(C)C